ClC=1C=C(C=CC1C(N(C)C)=O)N1CCN(CC1)C1CC2(CN(C2)C(=O)OC(C)(C)C)C1 tert-butyl 6-(4-(3-chloro-4-(dimethylcarbamoyl)phenyl)piperazin-1-yl)-2-azaspiro[3.3]heptane-2-carboxylate